C(C)N(C)C=1C(=C(C(=O)C2=CC=CC=C2)C=CC1)N(CC)C bis(ethylmethylamino)benzophenone